COC=1C(=NC=CC1[C@@H]1[C@H](O[C@]([C@H]1C)(C(F)(F)F)C)C(=O)NC1=CC(=NC=C1)C(=O)N)C (2S,3R,4S,5R)-4-[[3-(3-methoxy-2-methyl-4-pyridyl)-4,5-dimethyl-5-(trifluoromethyl)tetrahydrofuran-2-carbonyl]amino]pyridine-2-carboxamide